C(C)(C)(C)OC(=O)N1C(CC(CC1)(CO)N)C 4-amino-4-(hydroxymethyl)-2-methylpiperidine-1-carboxylic acid tert-butyl ester